(2S,3S,4R,5R)-5-(2-(5-chloropyridin-3-yl)-6-(((4-(trifluoromethyl)pyridin-2-yl)methyl)amino)-9H-purin-9-yl)-N-ethyl-3,4-dihydroxyltetrahydrofuran-2-formamide ClC=1C=C(C=NC1)C1=NC(=C2N=CN(C2=N1)[C@H]1[C@@H]([C@@H]([C@H](O1)C(=O)NCC)O)O)NCC1=NC=CC(=C1)C(F)(F)F